2-(4-phenoxyphenyl)pyrazolo[1,5-a]pyrimidine-3-carboxamide O(C1=CC=CC=C1)C1=CC=C(C=C1)C1=NN2C(N=CC=C2)=C1C(=O)N